((R)-3-(4-Chlorophenyl)pyrrolidin-1-yl)(4-((R)-2-hydroxy-3-(1H-tetrazol-1-yl)propoxy)phenyl)methanon ClC1=CC=C(C=C1)[C@@H]1CN(CC1)C(=O)C1=CC=C(C=C1)OC[C@@H](CN1N=NN=C1)O